3-(6-Methyl-1-oxo-5-(pyridin-2-yl)isoindolin-2-yl)piperidine-2,6-dione CC1=C(C=C2CN(C(C2=C1)=O)C1C(NC(CC1)=O)=O)C1=NC=CC=C1